ClC1=C(C(=CC=C1Cl)F)C1(CN(CC1)C(C=C)=O)NC1=CC=C2CCN(C(C2=C1)=O)CC(=O)N 2-(7-{[3-(2,3-dichloro-6-fluorophenyl)-1-(prop-2-enoyl)pyrrolidin-3-yl]amino}-1-oxo-3,4-dihydroisoquinolin-2-yl)acetamide